C(C)(C)(C)OC(=O)N1CCC2=CC=C(C=C12)C(NC1=CC(=CC(=C1)C(F)(F)F)CN1CCN(CC1)C)=O 6-((3-((4-methylpiperazin-1-yl)methyl)-5-(trifluoromethyl)phenyl)carbamoyl)indoline-1-carboxylic acid tert-butyl ester